[N+](=O)([O-])C=1C=NN(C1)C1C[C@H]2CC[C@@H](C1)N2C(=O)OC(C)(C)C Tert-butyl (1R,3s,5S)-3-(4-nitro-1H-pyrazol-1-yl)-8-azabicyclo[3.2.1]octane-8-carboxylate